OC=1C=C(C=CN2C(=CC(C=C2C)=O)C)C=CC1OC(F)F 1-(3-hydroxy-4-difluoromethoxy-styryl)-2,6-dimethylpyridin-4(1H)-one